4-hydroxy-1H-pyrazole-3,5-dicarboxylic acid OC=1C(=NNC1C(=O)O)C(=O)O